1-tert-butyl 4-methyl 2,3,6,7-tetrahydro-1H-azepine-1,4-dicarboxylate N1(CCC(=CCC1)C(=O)OC)C(=O)OC(C)(C)C